(2S,4R)-N-[(S)-(4-cyclopropyl-3-fluorophenyl)(phenyl)methyl]-1-{2-[4-(dimethylamino)-1H-1,2,3-triazol-1-yl]acetyl}-4-fluoropyrrolidine-2-carboxamide C1(CC1)C1=C(C=C(C=C1)[C@@H](NC(=O)[C@H]1N(C[C@@H](C1)F)C(CN1N=NC(=C1)N(C)C)=O)C1=CC=CC=C1)F